C(CCCC)O[Ti] pentoxytitanium